1-{3-(cyclohex-1-en-1-yl)-7-methoxy-2-phenyl-6-(pyridin-3-yl)pyrazolo[1,5-a]Pyrimidine-5-yl}urea C1(=CCCCC1)C=1C(=NN2C1N=C(C(=C2OC)C=2C=NC=CC2)NC(=O)N)C2=CC=CC=C2